ClC=1C=C(C(=O)NC2CC23CCN(CC3)CC(=O)NC(C)C)C=C(C1)Cl 3,5-dichloro-N-(6-(2-(isopropylamino)-2-oxoethyl)-6-azaspiro[2.5]oct-1-yl)benzamide